ClC1=CC=C(C=C1)C1=C(CCC(C1)(C)C)CN1CC2CCC(C1)N2CC=2C=C1C(N(C(C1=CC2)=O)N2C(NC(CC2)=O)=O)=O 5-((3-((4'-chloro-5,5-dimethyl-3,4,5,6-tetrahydro-[1,1'-biphenyl]-2-yl)methyl)-3,8-diazabicyclo[3.2.1]octane-8-yl)methyl)-2-(2,4-dioxotetrahydropyrimidin-1(2H)-yl)isoindoline-1,3-dione